Dihydrothiochromene S1CCCC2=CC=CC=C12